tert-butyl 3-[4-[(6-phenoxy-3-pyridyl)amino]pyrido[3,2-d]pyrimidin-6-yl]piperidine-1-carboxylate O(C1=CC=CC=C1)C1=CC=C(C=N1)NC=1C2=C(N=CN1)C=CC(=N2)C2CN(CCC2)C(=O)OC(C)(C)C